C1(C=CC=C1)N(O)C1=NC=CC=C1 monocyclopentadienyl-pyridyl-hydroxyl-amine